C(C)(C)(C)OC(=O)N1[C@@H]([C@@H](CC1)NC)COC |r| rac-(2s,3r)-2-(methoxymethyl)-3-(methylamino)pyrrolidine-1-carboxylic acid tert-butyl ester